N-(5-(6-(cyclopropylmethoxy)pyridin-3-yl)-4-fluoro-2-((3R,5S)-3,4,5-trimethylpiperazin-1-yl)phenyl)-4-(trifluoromethyl)-6-(2-(trimethylsilyl)ethoxy)nicotinamide C1(CC1)COC1=CC=C(C=N1)C=1C(=CC(=C(C1)NC(C1=CN=C(C=C1C(F)(F)F)OCC[Si](C)(C)C)=O)N1C[C@H](N([C@H](C1)C)C)C)F